5,6-dichloro-N-[(3S,6R)-6-{5-[2-(trifluoromethoxy)ethoxy]-1,3,4-oxadiazol-2-yl}piperidin-3-yl]pyridine-2-carboxamide ClC=1C=CC(=NC1Cl)C(=O)N[C@@H]1CN[C@H](CC1)C=1OC(=NN1)OCCOC(F)(F)F